[Si](C)(C)(C(C)(C)C)O[C@@H]1C[C@@H](COC1)CO ((3R,5R)-5-((tert-butyldimethylsilyl)oxy)tetrahydro-2H-pyran-3-yl)methanol